4-(4-((1-(3-fluoropropyl)pyrrolidin-3-yl)oxy)phenyl)-2H-thiochromen-7-ol FCCCN1CC(CC1)OC1=CC=C(C=C1)C1=CCSC2=CC(=CC=C12)O